(4-aminopyridin-2-yl)piperidin-4-ol NC1=CC(=NC=C1)N1CCC(CC1)O